C1(CC1)CC(=O)NC=1C(=CC(=C(C1)NC(=O)C=1C=NN2C1C=CC(=C2)F)C)F N-[5-[(2-cyclopropylacetyl)amino]-4-fluoro-2-methylphenyl]-6-fluoropyrazolo[1,5-a]pyridine-3-carboxamide